[Cl-].C(CCCCCCCCCCCCCCCCC)[N+](CC1=CC=C(C=C1)N)(C)C octadecyl-dimethyl-(4-aminobenzyl)ammonium chloride